4-[4-(2-pyrimidinyl)1-piperazinyl]butyl-8-azaspiro(4.5)-decane-7,9-dione N1=C(N=CC=C1)N1CCN(CC1)CCCCC1CCCC12CC(NC(C2)=O)=O